(4-aminopiperidin-1-yl)(5-(2-(2,6-dimethylpyridin-4-yl)-3-methyl-1H-indol-6-yl)pyridin-2-yl)methanone NC1CCN(CC1)C(=O)C1=NC=C(C=C1)C1=CC=C2C(=C(NC2=C1)C1=CC(=NC(=C1)C)C)C